1-benzyl 2-methyl piperazine-1,2-dicarboxylate TFA salt OC(=O)C(F)(F)F.N1(C(CNCC1)C(=O)OC)C(=O)OCC1=CC=CC=C1